Acetic acid [(2s,3s,4e,6r,7r,10r)-7,10-dihydroxy-2-[(2e,4e)-6-hydroxy-6-methyl-8-phenyloct-2,4-dien-2-yl]-3,7-dimethyl-12-oxo-1-oxododec-4-en-6-yl] ester O[C@@]([C@@H](/C=C/[C@@H]([C@H](C=O)\C(\C)=C\C=C\C(CCC1=CC=CC=C1)(C)O)C)OC(C)=O)(CC[C@H](CC=O)O)C